C1(CC1)N1CC(C1)N1C(N([C@H](C1)C#N)C1=CN=CC2=CC=CC=C12)=O (R)-1-(1-cyclopropylazetidin-3-yl)-3-(isoquinolin-4-yl)-2-oxoimidazolidine-4-carbonitrile